CC1=C(C(=CC=C1)C)C1(C(=NP(CC)CC)N)CC=CC=C1 1-(2,6-dimethylphenyl)-N2-(diethylphosphino)benzamidine